NC=1C(=NC(=C(N1)C=1OC=CN1)C1=CC=2N(C=C1)N=CC2CC)C(=O)NC[C@@H]2N(CCC2)C (R)-3-amino-6-(3-ethylpyrazolo[1,5-a]pyridin-5-yl)-N-((1-methylpyrrolidin-2-yl)methyl)-5-(oxazol-2-yl)pyrazine-2-carboxamide